C(C1=CC=CC=C1)N1C[C@@]2(C[C@H]([C@@](C1)(N2C(=O)OC(C)(C)C)C)O)C tert-butyl (1S,5R,6R)-3-benzyl-6-hydroxy-1,5-dimethyl-3,8-diazabicyclo[3.2.1]octane-8-carboxylate